C1(=CC=CC=C1)[C@H]1CN(CC12CN(C2)C(C=C)=O)C(=O)C=2C=CC=C1C=CC=NC21 (R)-1-(8-Phenyl-6-(quinoline-8-carbonyl)-2,6-diazaspiro[3.4]octan-2-yl)prop-2-en-1-one